8-(2-fluoro-4-(2-morpholinoethoxy)phenyl)-N2-(6-morpholinopyridin-3-yl)quinazoline-2,4-diamine FC1=C(C=CC(=C1)OCCN1CCOCC1)C=1C=CC=C2C(=NC(=NC12)NC=1C=NC(=CC1)N1CCOCC1)N